(Z)-tert-butyl (4-((2-(4-(N,N-dimethylsulfamoyl)phenoxy)phenyl)thio)-3-fluorobut-2-en-1-yl)carbamate CN(S(=O)(=O)C1=CC=C(OC2=C(C=CC=C2)SC/C(=C/CNC(OC(C)(C)C)=O)/F)C=C1)C